BrC1=C2C(N(C(C2=CC=C1COC1=C(C(=CC=C1C=1N=C(SC1)N1CCOCC1)F)F)=O)C1C(NC(CC1)=O)=O)=O 4-bromo-5-((2,3-difluoro-6-(2-morpholinothiazol-4-yl)phenoxy)methyl)-2-(2,6-dioxopiperidin-3-yl)isoindoline-1,3-dione